ClC=1C=C(C=CC1C(F)(F)F)NC(=O)N1C2CCC1CC1=C2C=CC=C1F (±)-N-(3-chloro-4-(trifluoromethyl)phenyl)-1-fluoro-6,7,8,9-tetrahydro-5H-5,8-epimino-benzo[7]annulene-10-carboxamide